N-(4-(4-amino-7-(3-hydroxycyclopentyl)-7H-pyrrolo[2,3-d]pyrimidin-5-yl)-3-fluorophenyl)-2-oxo-1-phenyl-1,2,4,5,6,7-hexahydropyrazolo[1,5-a]pyridine-3-carboxamide NC=1C2=C(N=CN1)N(C=C2C2=C(C=C(C=C2)NC(=O)C=2C(N(N1C2CCCC1)C1=CC=CC=C1)=O)F)C1CC(CC1)O